(R)-(4-(benzo[d]oxazol-2-yl)-4,6-dihydropyrrolo[3,4-d]imidazol-5(1H)-yl)(pyridin-4-yl)methanone O1C(=NC2=C1C=CC=C2)[C@@H]2N(CC=1NC=NC12)C(=O)C1=CC=NC=C1